C(C)OC(=O)C1=C(SC(=C1C)C)NC(=O)C=1C=C2C=CC=NC2=CC1 4,5-dimethyl-2-[(quinolin-6-ylcarbonyl)amino]thiophene-3-carboxylic acid ethyl ester